2-(2-isopropoxyphenoxy)-N-(3-methylsulfonylphenyl)-5-(trifluoromethyl)pyridine-3-carboxamide C(C)(C)OC1=C(OC2=NC=C(C=C2C(=O)NC2=CC(=CC=C2)S(=O)(=O)C)C(F)(F)F)C=CC=C1